N1,N1,N1,N3,N3,N3,N5,N5,N5-Nonamethyl-1,3,5-benzenetrimethan-aminium triiodide [I-].[I-].[I-].C[N+](CC1=CC(=CC(=C1)C[N+](C)(C)C)C[N+](C)(C)C)(C)C